3-[(3S,4R)-3-methyl-6-(7H-pyrrolo[2,3-d]pyrimidin-4-yl)-1,6-diazaspiro[3.4]oct-1-yl]-3-oxopropionitrile C[C@H]1CN([C@@]12CN(CC2)C=2C1=C(N=CN2)NC=C1)C(CC#N)=O